ClC1=C(C=CC(=C1OC)CCl)C1=CC=CC=C1 chloro-4-(chloromethyl)-3-methoxy-1,1'-biphenyl